COC=1C=C(C=C(C1)OC)C1=C(C#N)C=CC=C1 2-(3,5-dimethoxyphenyl)benzonitrile